1-(2-hydroxyethylamino)propan-2-ol OCCNCC(C)O